tert-Butyl (4-(8-amino-3-(6-methylpyridin-3-yl)imidazo[1,5-a]pyrazin-1-yl)-2-methoxyphenyl)carbamate NC=1C=2N(C=CN1)C(=NC2C2=CC(=C(C=C2)NC(OC(C)(C)C)=O)OC)C=2C=NC(=CC2)C